NCCC(=O)CC(C(=O)[O-])=O beta-alanyl-pyruvate